3-methyl-N-((1S,3R)-3-((6-(1-methyl-1H-pyrazol-4-yl)pyrazolo[1,5-a]pyrazin-4-yl)oxy)cyclopentyl)oxirane-2-carboxamide CC1C(O1)C(=O)N[C@@H]1C[C@@H](CC1)OC=1C=2N(C=C(N1)C=1C=NN(C1)C)N=CC2